(E)-1-(4-(3-(benzo[d]oxazol-2-yl-thio)propoxy)phenyl)-3-(2-tolyl)-2-propen-1-one O1C(=NC2=C1C=CC=C2)SCCCOC2=CC=C(C=C2)C(\C=C\C2=C(C=CC=C2)C)=O